bis-acrylylcystamine C(C=C)(=O)N(CCSSCCN)C(C=C)=O